BrC=1C=C(C=CC1)C(C)(C)C=1N(C(=NN1)S)C 5-[1-(3-bromophenyl)-1-methyl-ethyl]-4-methyl-1,2,4-triazole-3-thiol